FC1(CCN(C2=C(C(=CN=C12)N1CC=2N=C(N=CC2CC1)NC1=CC=C(C=C1)CS(=O)(=O)C)C)C(=O)OC(C)(C)C)F tert-butyl 4,4-difluoro-7-(2-{[4-(methanesulfonylmethyl)phenyl]amino}-5H,6H,7H,8H-pyrido[3,4-d]pyrimidin-7-yl)-8-methyl-1,2,3,4-tetrahydro-1,5-naphthyridine-1-carboxylate